1-(5-(2-methoxypyrimidin-5-yl)pyridin-2-yl)-1-(trans-4-((4-(oxetan-3-yloxy)-5-(trifluoromethyl)pyrimidin-2-yl)amino)cyclohexyl)-3-(pyridin-2-ylmethyl)urea COC1=NC=C(C=N1)C=1C=CC(=NC1)N(C(=O)NCC1=NC=CC=C1)[C@@H]1CC[C@H](CC1)NC1=NC=C(C(=N1)OC1COC1)C(F)(F)F